P(=O)(O)(O)OC[C@@H](CO)O Sn-Glycerol 3-Phosphate